N1=NN=C2N=C3C=CC=CC3=C21 [1,2,3]triazolo[4,5-b]indole